(1R,3S,4R)-4-methylquinuclidine-3-amine CC12[C@@H](CN(CC1)CC2)N